C(CCCCCC)C=1C=C(C(=C(C1)O)[C@@H]1C=C(CC[C@H]1C(=C)C)C)O 5-heptyl-2-[(1R,6R)-3-methyl-6-(1-methyl-vinyl)-2-cyclohexen-1-yl]-1,3-benzenediol